[Na+].[Na+].CNCC(=O)[O-].CNCC(=O)[O-] methylglycine disodium salt